NC[C@H](C(=O)OCCC(C)C)NC(=O)OCC1=CC=CC=C1 isopentyl (R)-3-amino-2-(((benzyloxy)carbonyl)amino)propanoate